(5'S,7a'R)-1-([1,2,3]-triazolo-[1,5-a]pyridine-3-carbonyl)-5'-(3,5-difluoro-phenyl)tetrahydro-3'H-spiro[piperidine-4,2'-pyrrolo[2,1-b]oxazol]-3'-one N1=NC(=C2N1C=CC=C2)C(=O)N2CCC1(C(N3[C@H](O1)CC[C@H]3C3=CC(=CC(=C3)F)F)=O)CC2